C(C(C)C)(=O)N1CCC(CC1)C=1C=C(C=2N(C1)N=NC2C(=O)O)C2=CC=C(C=C2)NC(=O)C=2C(N(C(N(C2)C(C)C)=O)C2=NC=CC=C2)=O 6-(1-isobutyrylpiperidin-4-yl)-4-(4-(1-isopropyl-2,4-dioxo-3-(pyridin-2-yl)-1,2,3,4-tetrahydropyrimidine-5-carboxamido)phenyl)-[1,2,3]triazolo[1,5-a]pyridine-3-carboxylic acid